C1N(CC12CCOCC2)C2=C1C=CN(C(C1=CN=C2)=O)CC=2N=C1N(C=C(C=C1)CN1CC3OC(C1)C3)C2 5-{7-oxa-2-azaspiro[3.5]nonan-2-yl}-2-{[6-({6-oxa-3-azabicyclo[3.1.1]heptan-3-yl}methyl)imidazo[1,2-a]pyridin-2-yl]methyl}-1,2-dihydro-2,7-naphthyridin-1-one